CC1=CC=C(C(=O)O)C=C1 4-methyl-benzoic acid